[C@@H]12C(CC[C@@H](C1(C)C)C2)=C (1R,5R)-β-pinene